C(C)(=O)OC[C@H](CF)OC1=C(C=C(C=C1)Br)C(C)=O (R)-2-(2-acetyl-4-bromophenoxy)-3-fluoropropyl acetate